FC1=C(C=C(C=C1)Cl)[N+](=O)[O-] 2-fluoro-5-chloro-nitrobenzene